FC(C1=NN=C2N1N=C(CC2)N2CCC(CC2)C2=CC=C(C=C2)C#CC=2C=CC(=NC2)N2CCNCC2)(F)F 4-(5-((4-(1-(3-(trifluoromethyl)-7,8-dihydro-[1,2,4]triazolo[4,3-b]pyridazin-6-yl)piperidin-4-yl)phenyl)ethynyl)pyridin-2-yl)piperazine